C(C=CC1=CC=CC=C1)(=O)[C@]12CCC[C@H](CC1)N2C cinnamoyl-tropane